2-BENZOYLAMINOBENZAMIDE C(C1=CC=CC=C1)(=O)NC1=C(C(=O)N)C=CC=C1